Cl.CC=1C=C(C=CC1)[C@H](C)NC(=O)C1(CCOCC1)N1C[C@@H](CC1)OC1=CC(=CC=C1)C(F)(F)F N-((S)-1-(3-Methylphenyl)ethyl)-4-((R)-3-(3-(trifluoromethyl)phenoxy)pyrrolidin-1-yl)tetrahydro-2H-pyran-4-carboxamide, hydrochloride